5-bromo-1-{3-[(2-methoxyethoxy)methyl]benzenesulfonyl}-1H-pyrrole-3-carbaldehyde BrC1=CC(=CN1S(=O)(=O)C1=CC(=CC=C1)COCCOC)C=O